methyl (S)-(3-bromo-7-((1-((tert-butyldiphenylsilyl)oxy)hexan-3-yl)amino)-1-(4-cyano-2-methoxybenzyl)-1H-pyrazolo[4,3-d]pyrimidin-5-yl)carbamate BrC1=NN(C2=C1N=C(N=C2N[C@H](CCO[Si](C2=CC=CC=C2)(C2=CC=CC=C2)C(C)(C)C)CCC)NC(OC)=O)CC2=C(C=C(C=C2)C#N)OC